(R)-5-methyl-2-(6-((1-methylpiperidin-3-yl)amino)-4-(trifluoromethyl)pyridazin-3-yl)phenol CC=1C=CC(=C(C1)O)C=1N=NC(=CC1C(F)(F)F)N[C@H]1CN(CCC1)C